N[C@H]1CN(CC1)C(=O)[C@H]1CN(CC1)C(=O)C=1NC2=CC=C(C(=C2C1)Cl)F ((R)-3-aminopyrrolidin-1-yl)((R)-1-(4-chloro-5-fluoro-1H-indole-2-carbonyl)pyrrolidin-3-yl)methanone